C(C1=CC=CC=C1)N1CC(C(C1)C=1C=NC(=CC1)C=1N=NN(C1)S(=O)(=O)C1=C(N=C(S1)C)C)C(=O)N1CCC(CC1)=C(C1=CC=C(C=C1)F)C1=CC=C(C=C1)F (1-Benzyl-4-(6-(1-((2,4-dimethylthiazol-5-yl)sulfonyl)-1H-1,2,3-triazol-4-yl)pyridin-3-yl)pyrrolidin-3-yl)(4-(bis(4-fluorophenyl)-methylene)piperidin-1-yl)methanone